ethyl 4,6,7,8-tetrahydrothiazolo[5,4-c]azepine-2,5-dicarboxylate N1=C(SC=2CN(CCCC21)C(=O)[O-])C(=O)OCC